4-(1-methyl-2,8-diazaspiro[4.5]decan-8-yl)-2-(pyridin-4-yl)pyrido[3,4-d]pyrimidine CC1NCCC12CCN(CC2)C=2C1=C(N=C(N2)C2=CC=NC=C2)C=NC=C1